CO\C(\C(=O)O)=C/C1=CC=C(C2=C1SC=C2)OCCC=2N=C(OC2C)C2=CC=CC=C2 (Z)-2-methoxy-3-(4-(2-(5-methyl-2-phenyloxazol-4-yl)ethoxy)benzo[b]thiophen-7-yl)acrylic acid